FC1=CC2=C(N(C(C(N2C)=O)=O)C2CCN(CC2)C2=CC=C(C#N)C=C2)N=C1 4-(4-(7-fluoro-1-methyl-2,3-dioxo-2,3-dihydropyrido[2,3-b]pyrazin-4(1H)-yl)piperidin-1-yl)benzonitrile